C1=CC=CC2=CC3=CC4=CC5=CC6=CC7=CC8=CC9=CC%10=CC%11=CC%12=CC%13=CC%14=CC%15=CC%16=CC%17=CC%18=CC%19=CC%20=CC%21=CC%22=CC=CC=C%22C=C%21C=C%20C=C%19C=C%18C=C%17C=C%16C=C%15C=C%14C=C%13C=C%12C=C%11C=C%10C=C9C=C8C=C7C=C6C=C5C=C4C=C3C=C12 docosacene